C(CCCCCCCCCCCC#C)N1C(C2=CC=CC=C2C1=O)=O 2-(Tetradec-13-yn-1-yl)isoindoline-1,3-dione